FC(C(=O)O)(F)F.CCC(CC)NC(=O)C1=CN=C(O1)C=1C=C(C=CC1)C1=CC(=NN1)C(=O)N[C@@H](C(=O)OC)C1=CC=CC=C1 (R)-methyl 2-(5-(3-(5-(pentan-3-ylcarbamoyl) oxazol-2-yl) phenyl)-1H-pyrazole-3-carboxamido)-2-phenylacetate trifluoroacetate